OCC1=CC=CC=2C=3N(C(=NC12)N[C@H]1C(NCCCC1)=O)N=C(N3)C3=CC=C(C=C3)OC (3R)-3-{[7-(hydroxymethyl)-2-(4-methoxyphenyl)[1,2,4]triazolo[1,5-c]quinazolin-5-yl]amino}azepan-2-one